C(OC=1C(NC=C2C1N=C(N=C2)C)=O)([2H])([2H])[2H] 8-(methoxy-d3)-2-methylpyrido[4,3-d]pyrimidin-7(6H)-one